2-(2-hydroxyethyl)pyrrolidine-1-carboxylic acid tert-butyl ester C(C)(C)(C)OC(=O)N1C(CCC1)CCO